ClC=1C=NC2=CC(=CC=C2N1)OC 3-Chloro-7-methoxyquinoxalin